N[C@@](C)(C1=CC(=CC=C1)Cl)C=1C=C(SC1)C(=O)C=1C(=NC=NC1)N[C@H]1C[C@@H]([C@H](C1)CNS(O)(=O)=O)O.COC=C(CCCCCCCC)CCCCCCCC 9-(methoxymethylene)heptadecane [(1R,2S,4R)-4-{[5-({4-[(1S)-1-amino-1-(3-chlorophenyl)ethyl]-2-thienyl}carbonyl)pyrimidin-4-yl]amino}-2-hydroxycyclopentyl]methyl-sulfamate